CC=1C=C(C=NC1C)C1=NC(C(C2=CC=CC=C12)(F)F)(C)C 1-(5,6-dimethylpyridin-3-yl)-4,4-difluoro-3,3-dimethyl-3,4-dihydro-isoquinoline